C(CCCCCCCCCCCCC)(=O)C(O)(C[N+](C)(C)C)C(CCCCCCCCCCCCC)=O di(myristoyl)-choline